NC1=CC=C(C=C1)NC(OCC1OC(OC1)(CCCCCCCCCCC)C)=O (2-methyl-2-undecyl-1,3-dioxolan-4-yl)methyl (4-aminophenyl)carbamate